3-(2,6-difluorophenyl)imidazo[1,2-b]pyridazine-7-carboxylic Acid FC1=C(C(=CC=C1)F)C1=CN=C2N1N=CC(=C2)C(=O)O